rac-tert-butyl ({4-[1-(difluoromethyl)-1H-pyrazol-5-yl]-2,5-dioxoimidazolidin-4-yl}methyl)carbamate FC(N1N=CC=C1[C@]1(NC(NC1=O)=O)CNC(OC(C)(C)C)=O)F |r|